NC1=C2C(=NC=N1)N(N=C2C2=C(C(=C(C=C2)OC)F)F)C(C)C2=NC1=CC=CC=C1C(N2C2=CC=CC=C2)=O 2-(1-(4-amino-3-(2,3-difluoro-4-methoxyphenyl)-1H-pyrazolo[3,4-d]pyrimidin-1-yl)ethyl)-3-phenylquinazolin-4(3H)-one